3-(2-Hydroxy-4-methoxyphenethyl)-1,4,2-dioxazol-5-one OC1=C(CCC2=NOC(O2)=O)C=CC(=C1)OC